The molecule is the O-feruloyl derivative of 16-hydroxyhexadecanoic acid. It derives from a ferulic acid. It is a conjugate acid of a 16-feruloyloxypalmitate. COC1=C(C=CC(=C1)/C=C/C(=O)OCCCCCCCCCCCCCCCC(=O)O)O